CN(C(/C=C/CN(C(OC(C)(C)C)=O)CCOC1=CC=C(C=C1)I)=O)C tert-butyl (E)-(4-(dimethylamino)-4-oxobut-2-en-1-yl)(2-(4-iodophenoxy) ethyl)carbamate